FC(OC=1C=C(C=CC1)N1N=C(C2=CC(=CC=C12)C(=O)NC1(CS(C1)(=O)=O)C)C(C(F)(F)F)O)F 1-[3-(difluoromethoxy)phenyl]-N-(3-methyl-1,1-dioxo-thietan-3-yl)-3-(2,2,2-trifluoro-1-hydroxy-ethyl)indazole-5-carboxamide